N1=C(C=CC=C1)[C@@]1(CNCCO1)[2H] (S)-2-(Pyridin-2-yl)morpholine-2-d